O=S1(CCC(CC1)OC1=C(C=O)C=CC=C1)=O (1,1-dioxotetrahydro-2H-thiopyran-4-yl)oxybenzaldehyde